3-BENZYLOXY-PROPIONALDEHYDE C(C1=CC=CC=C1)OCCC=O